FC1CN(CCC1(C(=O)N1CCOC2=C(C1)C=NC=C2C#N)O)C2=NC=C(C=N2)F 4-[3-fluoro-1-(5-fluoropyrimidin-2-yl)-4-hydroxy-piperidine-4-carbonyl]-3,5-dihydro-2H-pyrido[3,4-f][1,4]oxazepine-9-carbonitrile